Tert-butyl (R)-4-(hydroxymethyl)-2,2-dimethylpiperidine-1-carboxylate OC[C@H]1CC(N(CC1)C(=O)OC(C)(C)C)(C)C